trimethyl(prop-1-yn-1-yl-d3)silane C[Si](C#CC([2H])([2H])[2H])(C)C